N-(5-cyclopropyl-1H-pyrazol-3-yl)-2-(6-(6-((6-ethoxypyridin-3-yl)methyl)-3,6-diazabicyclo[3.1.1]heptan-3-yl)pyridin-3-yl)quinazolin-4-amine C1(CC1)C1=CC(=NN1)NC1=NC(=NC2=CC=CC=C12)C=1C=NC(=CC1)N1CC2N(C(C1)C2)CC=2C=NC(=CC2)OCC